N-[2-[(3-fluorophenyl)methoxy]ethyl]-N,2-dimethyl-but-3-yn-2-amine FC=1C=C(C=CC1)COCCN(C(C)(C#C)C)C